Sodium nickel phosphate P(=O)([O-])([O-])[O-].[Ni+2].[Na+]